The molecule is an enanthate ester and a sterol ester. It has a role as an androgen. It derives from a testosterone. CCCCCCC(=O)O[C@H]1CC[C@@H]2[C@@]1(CC[C@H]3[C@H]2CCC4=CC(=O)CC[C@]34C)C